C(#N)C1=C(OC=2C=C3C(N(C=NC3=CC2)CCCC2CCN(CC2)C(CN2CCC(CC2)C2=C(C=C(C=C2)C2C(NC(CC2)=O)=O)F)=O)=O)C(=CC=C1NS(N(C)CC)(=O)=O)F 6-[2-cyano-3-[[ethyl(methyl)sulfamoyl]amino]-6-fluorophenoxy]-3-[3-[1-[2-[4-[4-(2,6-dioxopiperidin-3-yl)-2-fluorophenyl]piperidin-1-yl]acetyl]piperidin-4-yl]propyl]-4-oxoquinazoline